CS(=O)(=O)OC1=CC=C(C=2COC(OCC21)C=2N=C(SC2)C2CCN(CC2)C(CN2N=C(C=C2C)C(F)(F)F)=O)F 9-fluoro-3-[2-(1-{[5-methyl-3-(trifluoromethyl)-1H-pyrazol-1-yl]acetyl}piperidin-4-yl)-1,3-thiazol-4-yl]-1,5-dihydro-2,4-benzodioxepin-6-yl methanesulfonate